NC=1NC2=C(N1)C=CC=C2 aminobenzo[d]imidazole